BrC=1C(=C2C(=NC1)N(CC21CC(C(C1)OC)O)CC1=CC=C(C=C1)OC)Cl 5'-Bromo-4'-chloro-4-methoxy-1'-(4-methoxybenzyl)-1',2'-dihydrospiro[cyclopentane-1,3'-pyrrolo[2,3-b]pyridin]-3-ol